7-(5-chloro-2-fluorophenyl)-1-(pyridin-4-yl)-1H,2H,3H-pyrido[3,4-b][1,4]oxazin-5-amine ClC=1C=CC(=C(C1)C1=CC2=C(OCCN2C2=CC=NC=C2)C(=N1)N)F